FC1=CC=C2C=C(C=NC2=C1F)C=1SC(CC(N1)CC1=CC=NC=C1)(C)C 2-(7,8-difluoro-3-quinolyl)-6,6-dimethyl-4-(4-pyridylmethyl)-4,5-dihydro-1,3-thiazine